O[C@@H]1[C@H]([C@@H](CC1)C1=CC(=C(C=C1/C=C/C(=O)N)O)O)C1=CC(=C(C=C1/C=C/C(=O)N)O)O (1R,2R,3S)-3-hydroxycyclopentane-1,2-dicaffeamide